OC1=CC=C(C=C1)C=CC(=O)C1=C(C=CC=C1)[N+](=O)[O-] 3-(4-Hydroxyphenyl)-1-(2-nitrophenyl)prop-2-en-1-one